4-(aminomethyl)-6-[(2R)-2-methylpyrrolidin-1-yl]-2-{6-[4-(pentan-3-yl)-4H-1,2,4-triazol-3-yl]pyridin-2-yl}-2,3-dihydro-1H-pyrrolo[3,4-c]pyridin-1-one NCC1=NC(=CC2=C1CN(C2=O)C2=NC(=CC=C2)C2=NN=CN2C(CC)CC)N2[C@@H](CCC2)C